ClC=1C=C(C=CC1F)N(C(=O)[C@H]1N(C[C@H](C1)C(=O)NC=1N(C=CN1)C)C1=NC(=CC(=C1)C(F)(F)F)C)C (2S,4S)-N2-(3-chloro-4-fluorophenyl)-N2-methyl-N4-(1-methyl-1H-imidazol-2-yl)-1-[6-methyl-4-(trifluoromethyl)pyridin-2-yl]Pyrrolidine-2,4-dicarboxamide